(3S,4S)-1-(2-cyanoacetyl)-4-methylpiperidine C(#N)CC(=O)N1CCC(CC1)C